2,6-dichloro-9-cyclopentyl-9H-purine ClC1=NC(=C2N=CN(C2=N1)C1CCCC1)Cl